C(=C)C1CCC(CC1)=O 4-vinyl-cyclohexanone